3-Ethyl-7-((4-(6-(hydroxymethyl)pyridin-2-yl)piperazin-1-yl)methyl)-1,5-naphthyridin-2(1H)-one C(C)C=1C(NC2=CC(=CN=C2C1)CN1CCN(CC1)C1=NC(=CC=C1)CO)=O